(4-bromo-1-ethoxy-2-methylbutoxy)triethylsilane BrCCC(C(O[Si](CC)(CC)CC)OCC)C